tert-butyl ((3R,6S)-6-((S)-1-(4-fluorophenyl)-1,2,3,4-tetrahydroisoquinoline-2-carbonyl)tetrahydro-2H-pyran-3-yl)(2-((tetrahydro-2H-pyran-2-yl)oxy)ethyl)carbamate FC1=CC=C(C=C1)[C@@H]1N(CCC2=CC=CC=C12)C(=O)[C@@H]1CC[C@H](CO1)N(C(OC(C)(C)C)=O)CCOC1OCCCC1